((2,6-diethyl-3,4-dihydroquinolin-1(2H)-yl)sulfonyl)-3-((tetrahydro-2H-pyran-4-yl)methoxy)-2-pyridinecarboxylic acid methyl ester COC(=O)C1=NC=CC(=C1OCC1CCOCC1)S(=O)(=O)N1C(CCC2=CC(=CC=C12)CC)CC